NCCNCCCCO[Si](OC)(OC)CCC(NCCNCC1=CC=CC=C1)C=C aminoethylaminopropyl-(vinylbenzylaminoethylaminopropyl)-trimethoxysilane